3,3'-dihydroxyl-4,4'-diketobeta-carotene OC1CC(C)(C)C(=C(C1=O)C)\C=C\C(\C)=C\C=C\C(\C)=C\C=C\C=C(/C)\C=C\C=C(/C)\C=C\C1=C(C)C(C(CC1(C)C)O)=O